OC(=O)C(F)(F)F.COC1=C(OCC2CCN(CC2)CC2CCN(CC2)C(=O)OC(C)(C)C)C=CC(=C1)C1=CN(C(C2=CN=CC=C12)=O)C tert-butyl 4-((4-((2-methoxy-4-(2-methyl-1-oxo-1,2-dihydro-2,7-naphthyridin-4-yl)phenoxy)methyl)piperidin-1-yl)methyl)piperidine-1-carboxylate TFA salt